1H-indol-1-yl-ethane-1-ol N1(C=CC2=CC=CC=C12)C(C)O